2-((7-Methyl-6-azaspiro[3.4]octan-6-yl)sulfonyl)benzo[d]thiazole CC1N(CC2(CCC2)C1)S(=O)(=O)C=1SC2=C(N1)C=CC=C2